4-(4-methylquinolin-2-yl)butyronitrile CC1=CC(=NC2=CC=CC=C12)CCCC#N